The molecule is an alpha-amino acid that is heptanoic acid in which one of the hydrogens at position 2 is replaced by an amino group. It is a tautomer of a 2-aminoheptanoic acid zwitterion. CCCCCC(C(=O)O)N